C(CCCCCCCCCCCCCCCCC)(=O)O.C(CCCCCCCCCCCCCCCCC)(=O)O.OCC(O)CO glycerin bis-stearate